CCC(CCCCCCCC)OC1CO1 3-undecyloxy-ethylene oxide